((R)-2-(((2R,3S,4R,5S)-5-(2-chloro-4-(cyclopentylamino)pyrrolo[2,1-f][1,2,4]triazin-7-yl)-3,4-dihydroxytetrahydrofuran-2-yl)methoxy)-1-hydroxy-3-methoxypropan-2-yl)phosphonic acid ClC1=NN2C(C(=N1)NC1CCCC1)=CC=C2[C@H]2[C@@H]([C@@H]([C@H](O2)CO[C@@](CO)(COC)P(O)(O)=O)O)O